C(C=C)(=O)N1CC2(C1)CC(C2)N2N=C(C(=C2C)C2=C1C=NNC1=CC(=C2Cl)Cl)N2C(C[C@@H](CC2)CN2C[C@@H](OCC2)C(=O)N)(C)C (R)-4-(((R)-1-(1-(2-acryloyl-2-azaspiro[3.3]heptan-6-yl)-4-(5,6-dichloro-1H-indazol-4-yl)-5-methyl-1H-pyrazol-3-yl)-2,2-dimethylpiperidin-4-yl)methyl)morpholine-2-carboxamide